C(CC)(=O)OC1=NC2=CC(=CC=C2C=C1)OCCCCN1CCN(CC1)C1=CC=CC=2SC=CC21 7-(4-(4-(benzo[b]thiophen-4-yl)piperazin-1-yl)butoxy)quinolin-2-yl propionate